4-(4-chlorophenyl)butyric acid ClC1=CC=C(C=C1)CCCC(=O)O